BrC=1C=CC(=C(C(=O)O)C1)NCC(C)C 5-bromo-2-(isobutylamino)benzoic acid